The molecule is an isoquinoline alkaloid with formula C18H19NO3 that is isolated from several species of Stephania. It has a role as a plant metabolite. It is an aromatic ether, a secondary amino compound, an azaspiro compound, an enone, an isoquinoline alkaloid and an organic heterotetracyclic compound. COC1=C(C2=C3[C@@H](CC24C=CC(=O)C=C4)NCCC3=C1)OC